N[C@@H]1C2=CC=CC=C2CC12CCN(CC2)C2=NC=C(C(N2C)=O)C#CCC2=C(C(=C(C=C2)F)O)O (S)-2-(1-amino-1,3-dihydrospiro[indene-2,4'-piperidine]-1'-yl)-5-(3-(4-fluoro-2,3-dihydroxyphenyl)prop-1-yn-1-yl)-3-methylpyrimidin-4(3H)-one